(2Z)-ethyl 3-(dimethylamino)-2-isocyanoacrylate CN(\C=C(\C(=O)OCC)/[N+]#[C-])C